neo-pentanal C(C(C)(C)C)=O